ethyl (S)-2-((tert-butylsulfinyl)imino)acetate C(C)(C)(C)[S@](=O)N=CC(=O)OCC